O1CC(CC1)CN1[C@H]2[C@@](CCC1)(CCC2)COC=2N=C(C1=C(N2)C(=C(N=C1)C1=CC(=CC2=CC=C(C(=C12)C#C)F)O)F)N1CCOCCC1 4-(2-{[(4aS,7aR)-1-[(oxolan-3-yl)methyl]-octahydro-1H-cyclopenta[b]pyridin-4a-yl]methoxy}-8-fluoro-4-(1,4-oxazepan-4-yl)pyrido[4,3-d]pyrimidin-7-yl)-5-ethynyl-6-fluoronaphthalen-2-ol